2-methyl-1,4-oxaazepan CC1OCCCNC1